(S)-7-(3-(benzyloxy) naphthalen-1-yl)-2-((1-methylpyrrolidin-2-yl) methoxy)-5,6,7,8-tetrahydropyrido[3,4-d]pyrimidin-4-yl triflate O(S(=O)(=O)C(F)(F)F)C=1C2=C(N=C(N1)OC[C@H]1N(CCC1)C)CN(CC2)C2=CC(=CC1=CC=CC=C21)OCC2=CC=CC=C2